N-(3-chloro-4-fluorophenyl)-2-(5-hydroxy-5-(trifluoromethyl)octahydropentalen-2-yl)-6,7-dihydro-5H-pyrrolo[1,2-a]imidazole ClC=1C=C(C=CC1F)N1C2N(C=C1C1CC3CC(CC3C1)(C(F)(F)F)O)CCC2